O1C2=C(OCC1)C=C(C=C2)C=C2C(N(CS2)CC(C)C)=O 5-((2,3-dihydrobenzo[b][1,4]dioxin-6-yl)methylene)-3-isobutylthiazolidin-4-one